[C@@H]1([C@H](O)[C@H](O)[C@H](O1)CO)N1C(=NC(C=C1)=O)N 1-β-D-ribofuranosyl-2-amino-4-oxo-pyrimidine